C1(CC1)S(=O)(=O)C=1N=C2N(N1)[C@@H](C[C@@H]2F)C2=C(C=CC=C2F)F (5S,7S)-2-cyclopropylsulfonyl-5-(2,6-difluorophenyl)-7-fluoro-6,7-dihydro-5H-pyrrolo[1,2-b][1,2,4]triazole